N1=C(C=CC(=C1)S(=O)(=O)N1CC(CC1)C(=O)N1CCN(CC1)C1=CC=NC2=CC=CC=C12)C1=CC=NC=C1 (1-([2,4'-bipyridin]-5-ylsulfonyl)pyrrolidin-3-yl)(4-(quinolin-4-yl)piperazin-1-yl)methanone